3-Ethenoxy-2-(3-methylcyclohex-2-en-1-yl)-5-pentylphenol C(=C)OC=1C(=C(C=C(C1)CCCCC)O)C1C=C(CCC1)C